C(CCCC)OC1=CC=C(C=C1)C1=CC=C(C=C1)OCCCCC 4,4'-dipentyloxybiphenyl